C(C)(C)(C)OC(=O)N1C[C@H](CC1)NC1=C2C=CC=NC2=CC=C1 (S)-3-(quinolin-5-ylamino)pyrrolidine-1-carboxylic acid tert-butyl ester